4-((R)-6-chloro-5H-imidazo[5,1-a]isoindol-5-yl)tetrahydro-2H-pyran-3-ol ClC1=C2[C@H](N3C(C2=CC=C1)=CN=C3)C3C(COCC3)O